4-[(5-fluoropyridin-3-yl)amino]-6-[(1H-indol-6-yl)amino]pyridine-2-carbonitrile FC=1C=C(C=NC1)NC1=CC(=NC(=C1)NC1=CC=C2C=CNC2=C1)C#N